Cyclopentyl (S)-4-methyl-2-(3-((7-(5-methyl-1,2,4-oxadiazol-3-yl)isoquinolin-1-yl)amino)-6-(methylamino)hexanamido)thiazole-5-carboxylate CC=1N=C(SC1C(=O)OC1CCCC1)NC(C[C@H](CCCNC)NC1=NC=CC2=CC=C(C=C12)C1=NOC(=N1)C)=O